4-(4-{9-hydroxy-8-oxo-4-thia-2,12-diazatricyclo[7.3.0.03,7]dodeca-1,3(7),5-trien-12-yl}phenyl)-1λ6-thiomorpholin-1,1-dione OC12C(C=3C=CSC3N=C2N(CC1)C1=CC=C(C=C1)N1CCS(CC1)(=O)=O)=O